ethyl (2S,3S)-5-(2,4-difluorophenyl)-2-(hydroxymethyl)-3-methyl-3,4-dihydro-2H-pyrano[2,3-b]pyridine-7-carboxylate FC1=C(C=CC(=C1)F)C1=C2C(=NC(=C1)C(=O)OCC)O[C@@H]([C@H](C2)C)CO